ClC1=C(C=C(C=C1)C(=O)N1CCC2(CNC2)CC1)N1C(NC(CC1)=O)=O 1-(2-chloro-5-{2,7-diazaspiro[3.5]nonane-7-carbonyl}phenyl)-1,3-diazacyclohexane-2,4-dione